tert-Butyl 3-(difluoromethyl)-5-fluoro-4-(4,4,5,5-tetramethyl-1,3,2-dioxaborolan-2-yl)benzyl(methyl)carbamate FC(C=1C=C(CN(C(OC(C)(C)C)=O)C)C=C(C1B1OC(C(O1)(C)C)(C)C)F)F